N-(4-(2-(hydroxymethyl)phenyl)thiazol-2-yl)-4-morpholinobenzamide OCC1=C(C=CC=C1)C=1N=C(SC1)NC(C1=CC=C(C=C1)N1CCOCC1)=O